COC1=C(C=CC(=C1)OC)C 2,4-Dimethoxy-1-methylbenzene